OC1=NC=C(C=O)C=C1 6-HYDROXYNICOTINALDEHYDE